tert-butyl 4-[[3-(2,6-dioxo-3-piperidyl)-1-methyl-indazol-6-yl]amino]-3,3-difluoro-piperidine-1-carboxylate O=C1NC(CCC1C1=NN(C2=CC(=CC=C12)NC1C(CN(CC1)C(=O)OC(C)(C)C)(F)F)C)=O